6-benzyl-aminopurin C(C1=CC=CC=C1)C1=C2NC=NC2=NC(=N1)N